CC1(COB(O1)C1=CC=C(C=C1)Br)C 5,5-dimethyl-2-(4-bromophenyl)-1,3,2-dioxaborolan